[Na].OC1=C(C(=O)C2=CC=CC=C2)C=C(C(=C1)OC)S(=O)(=O)O 2-hydroxy-4-methoxy-5-sulfobenzophenone sodium